2-[1-[2,6-difluoro-4-(2-isopropylthio-3-pyridyl)phenyl]-4-piperidyl]acetic acid FC1=C(C(=CC(=C1)C=1C(=NC=CC1)SC(C)C)F)N1CCC(CC1)CC(=O)O